ClC=1C=C(C#N)C=CC1C1=COCCCN1C=O 3-chloro-4-(4-formyl-6,7-dihydro-5H-1,4-oxaazepin-3-yl)benzonitrile